ClC=1C=C(C=NC1C1=NC=CC=N1)NC(=O)[C@@H]1C[C@@](C2=C1C=NC=1N2N=C(C1)F)(C)C1=NN(C=C1)C(C)(F)F (trans)-N-(5-chloro-6-(pyrimidin-2-yl)pyridin-3-yl)-8-(1-(1,1-difluoroethyl)-1H-pyrazol-3-yl)-2-fluoro-8-methyl-7,8-dihydro-6H-cyclopenta[e]pyrazolo[1,5-a]pyrimidine-6-carboxamide